ClC=1N=C2C(=NC1C(S(=O)(=O)N)C1=C(C=C(C=C1)C)F)N(C(=N2)C2=NC(=CC=C2)OCC)C2=C(C=CC=C2OC)OC (5-chloro-1-(2,6-dimethoxyphenyl)-2-(6-ethoxypyridin-2-yl)-1H-imidazo[4,5-b]pyrazin-6-yl)-1-(2-fluoro-4-methylphenyl)methanesulfonamide